NC1=NC=NN2C1=CC=C2[C@@]2(O[C@@H]([C@@H]([C@H]2O)O)CO)C#N (2R,3R,4R,5R)-2-(4-Aminopyrrolo[2,1-f][1,2,4]triazin-7-yl)-3,4-dihydroxy-5-(hydroxymethyl)tetrahydrofuran-2-carbonitrile